N1=CC=C(C=C1)C1=NOC(=C1)CO (3-(pyridin-4-yl)isoxazol-5-yl)methanol